1-(3-methyl-15-((((9Z,12Z)-octadeca-9,12-dienoyl) oxy) methyl)-9-octyl-7,13-dioxo-8,14-dioxa-3,6-diazahexadecan-16-yl) 9-undecyl azelate C(CCCCCCCC(=O)OCCCCCCCCCCC)(=O)OCC(OC(CCCC(OC(NCCN(CC)C)=O)CCCCCCCC)=O)COC(CCCCCCC\C=C/C\C=C/CCCCC)=O